(Z)-N-allyloxy-1-(2,4-dichlorophenyl)-2-imidazol-1-ylethylamine C(C=C)ONC(CN1C=NC=C1)C1=C(C=C(C=C1)Cl)Cl